C(=C)C1=CC(=C2CNC(C2=C1)=O)C(F)(F)F 6-ethenyl-4-(trifluoromethyl)-2,3-dihydroisoindol-1-one